tert-butyl 4-(3-(3-chloro-4-(trifluoromethoxy)phenyl)-2-((triisopropylsilyl)ethynyl)-3H-imidazo[4,5-b]pyridin-5-yl)piperazine-1-carboxylate ClC=1C=C(C=CC1OC(F)(F)F)N1C(=NC=2C1=NC(=CC2)N2CCN(CC2)C(=O)OC(C)(C)C)C#C[Si](C(C)C)(C(C)C)C(C)C